1-(3-bromophenyl)-4-phenyl-1H-1,2,3-triazole BrC=1C=C(C=CC1)N1N=NC(=C1)C1=CC=CC=C1